(4r,5r)-4,5-dihydroxycyclohex-1-enecarboxylic acid O[C@@H]1CC=C(C[C@H]1O)C(=O)O